BrC=1C=C(C(=NC1)Cl)OCCCOC 5-bromo-2-chloro-3-(3-methoxypropoxy)pyridine